carbene-platinum C=[Pt]